COC1=CC(=C(C=C1NC1=NC=NC(=C1)N1OCC[C@@H]1C1=CC(=CC=C1)OC)NC(C=C)=O)N1CCC(CC1)N1CCN(CC1)C1COC1 N-(4-methoxy-5-((6-((R)-3-(3-methoxyphenyl)isoxazolidine-2-yl)pyrimidine-4-yl)amino)-2-(4-(4-(oxetane-3-yl)piperazine-1-yl)piperidine-yl)phenyl)acrylamide